3-cyano-N-(3-(7-ethyl-2,3-dihydro-1H-benzo[d]pyrrolo[1,2-a]imidazol-6-yl)phenyl)-4-((E)-4-(((1r,4r)-4-methoxycyclohexyl)amino)but-2-enamido)benzamide C(#N)C=1C=C(C(=O)NC2=CC(=CC=C2)C=2C(=CC3=C(N=C4N3CCC4)C2)CC)C=CC1NC(\C=C\CNC1CCC(CC1)OC)=O